C1(CC1)N1N=C2C(CN(C=3C(=NC=CC23)NC2=CC(=NC=C2C(CC([2H])([2H])[2H])=O)NC(=O)C2CC2)C)=N1 N-(4-((2-cyclopropyl-5-methyl-4,5-dihydro-2H-[1,2,3]triazolo[4,5-c][1,7]naphthyridin-6-yl)amino)-5-(propanoyl-3,3,3-d3)pyridin-2-yl)cyclopropanecarboxamide